BrC1=C(N(CCCCCCCC)CCCCCCCC)C=CC=C1 2-bromo-N,N-dioctylaniline